hydroxyl-L-glutamine ON[C@@H](CCC(N)=O)C(=O)O